(methylsulfonyl)-N-(prop-2-yn-1-yl)-2,3-dihydrobenzofuran-7-amine CS(=O)(=O)C1OC2=C(C1)C=CC=C2NCC#C